tert-Butyl 3-(4-hydroxyquinazolin-6-yl)pyrrolidine-1-carboxylate OC1=NC=NC2=CC=C(C=C12)C1CN(CC1)C(=O)OC(C)(C)C